NC1=C(C(=NN1C)C1CC(CC1)C1=CC(=CC=C1)OC)C(=O)NC1=CC(=C(C=C1)F)Cl 5-Amino-N-(3-chloro-4-fluorophenyl)-3-(3-(3-methoxyphenyl)cyclopentyl)-1-methyl-1H-pyrazole-4-carboxamide